N=1N2C(=C(C1)C1=CC=3C(=NC=C(C3)C(=O)NC=3C(=NC=C(C3)NC(CN3[C@H](CCC3)C)=O)C)N1)CCC2 (S)-2-(5,6-dihydro-4H-pyrrolo[1,2-b]pyrazol-3-yl)-N-(2-methyl-5-(2-(2-methylpyrrolidin-1-yl)acetamido)pyridin-3-yl)-1H-pyrrolo[2,3-b]pyridine-5-carboxamide